C(C1=CC=CC=C1)SC1=C(C=C(N)C=C1)C(F)(F)F 4-(benzylthio)-3-(trifluoromethyl)aniline